(R)-2-ethylmorpholine C(C)[C@@H]1CNCCO1